CC1C(CCCC1)C(F)(F)F 1-methyl-2-(trifluoromethyl)cyclohexane